CO[Ti](C1(C(=C(C(=C1C)C)C)C)C)(OC)OC Trimethoxypentamethyl-cyclopentadienyl-titanium